tert-Butyl (3R)-3-[(1S)-2-tert-butoxy-1-[[3-(3-hydroxypropylcarbamoylamino)phenyl]methyl]-2-oxo-ethyl]pyrrolidine-1-carboxylate C(C)(C)(C)OC([C@@H](CC1=CC(=CC=C1)NC(NCCCO)=O)[C@@H]1CN(CC1)C(=O)OC(C)(C)C)=O